2-(methacryloyloxy)propylphosphonic acid dimethyl ester COP(OC)(=O)CC(C)OC(C(=C)C)=O